2-((5-amino-4-((2-(dimethylamino)ethyl)(methyl)amino)-2-methoxyphenyl)amino)-8-methyl-6-(pyridin-2-yl)pyrido[2,3-d]pyrimidin-7(8H)-one NC=1C(=CC(=C(C1)NC=1N=CC2=C(N1)N(C(C(=C2)C2=NC=CC=C2)=O)C)OC)N(C)CCN(C)C